(R)-N-(2,3-dihydroxypropoxy)-3,4-difluoro-2-(2-fluoro-4-iodo-phenylamino)benzamide O[C@@H](CONC(C1=C(C(=C(C=C1)F)F)NC1=C(C=C(C=C1)I)F)=O)CO